2-(4-(4-Cyano-2-(cyclopropylmethoxy)-5-methylphenyl)piperazin-1-yl)-N,N-dimethyl-2-phenylacetamide C(#N)C1=CC(=C(C=C1C)N1CCN(CC1)C(C(=O)N(C)C)C1=CC=CC=C1)OCC1CC1